N-(4'-chloro-3',5-difluoro-biphenyl-2-yl)-3-difluoromethyl-1-methyl-1H-pyrazole-4-carboxamide ClC1=C(C=C(C=C1)C1=C(C=CC(=C1)F)NC(=O)C=1C(=NN(C1)C)C(F)F)F